N[C@H]1CCC[C@H](C(NC=2C=C(C=NC2C=2C=CC=C1C2)Cl)=O)C (10R,14S)-14-amino-5-chloro-10-methyl-3,8-diazatricyclo[13.3.1.02,7]nonadeca-1(19),2(7),3,5,15,17-hexaen-9-one